(s)-5-(2-(1H-Pyrazol-5-yl)pyridin-4-yl)-2-(1-cyclopropylethyl)-7-(methylsulfonyl)isoindolin-1-one N1N=CC=C1C1=NC=CC(=C1)C=1C=C2CN(C(C2=C(C1)S(=O)(=O)C)=O)[C@@H](C)C1CC1